C1=CC=CC=2OC3=CC=CC=C3C3(C12)OC(C1=CC=CC=C13)=O spiro[isobenzofuran-1(3H),9'-(9H)xanthen]-3-one